(S)-N-((S)-4-chloro-1-(pyridine-3-yl)butyl)-2-methylpropane-2-sulfinylamine ClCCC[C@@H](C=1C=NC=CC1)N[S@@](=O)C(C)(C)C